3-(5-amino-3-bromo-pyrazolo[1,5-a]pyrimidin-2-yl)benzonitrile NC1=NC=2N(C=C1)N=C(C2Br)C=2C=C(C#N)C=CC2